N1-(5-chloro-2-(3-methylpiperidin-1-yl)phenyl)-N4,N4-dimethylbenzene-1,4-disulfonamide ClC=1C=CC(=C(C1)NS(=O)(=O)C1=CC=C(C=C1)S(=O)(=O)N(C)C)N1CC(CCC1)C